(3R,4S)-3-ethoxychroman-4-amine C(C)O[C@H]1COC2=CC=CC=C2[C@@H]1N